7-(1-(1-ethoxyethyl)-1H-pyrazol-4-yl)-8-methoxy-N-(1-(methylsulfonyl)piperidin-4-yl)-[1,2,4]triazolo[1,5-c]pyrimidin-2-amine C(C)OC(C)N1N=CC(=C1)C1=C(C=2N(C=N1)N=C(N2)NC2CCN(CC2)S(=O)(=O)C)OC